[Ca+2].S(=O)(=O)([O-])[O-].[K+].[Al+3].S(=O)(=O)([O-])[O-].S(=O)(=O)([O-])[O-] aluminum potassium sulfate, calcium salt